6-amino-1-{[3-(trifluoromethyl)phenyl]methyl}-3,4-dihydroquinolin-2-one NC=1C=C2CCC(N(C2=CC1)CC1=CC(=CC=C1)C(F)(F)F)=O